3-amino-N-(3,5-dimethoxyphenyl)-6-(4-((4-ethylpiperazin-1-yl)methyl)phenyl)pyrazine-2-carboxamide NC=1C(=NC(=CN1)C1=CC=C(C=C1)CN1CCN(CC1)CC)C(=O)NC1=CC(=CC(=C1)OC)OC